BrC1=C(C=NN(C1=O)C)N[C@@H]1C[C@@H](CN(C1)C)C1=CC=C(C(=O)N2CCC3(CC2)CCN(CC3)C3=CC(=C(C=C3F)C3C(NC(CC3)=O)=O)C)C=C1 3-[4-[3-[4-[(3R,5R)-5-[(5-bromo-1-methyl-6-oxo-pyridazin-4-yl)amino]-1-methyl-3-piperidyl]benzoyl]-3,9-diazaspiro[5.5]undecan-9-yl]-5-fluoro-2-methyl-phenyl]piperidine-2,6-dione